hexamethylenediamine terephthalate C(C1=CC=C(C(=O)O)C=C1)(=O)O.NCCCCCCN